(1R,3S)-3-(5-((7-fluoro-1,1-dioxido-2,3-dihydrobenzo[d]isothiazol-4-yl)amino)-1H-pyrazol-3-yl)cyclopentyl isopropylcarbamate C(C)(C)NC(O[C@H]1C[C@H](CC1)C1=NNC(=C1)NC1=CC=C(C2=C1CNS2(=O)=O)F)=O